6-(4-Cyclopropyl-6-methoxypyrimidin-5-yl)-3-(4-(5-methyl-3-(trifluoromethyl)-1H-pyrazol-1-yl)benzyl)imidazo[1,5-a]pyrazin C1(CC1)C1=NC=NC(=C1C=1N=CC=2N(C1)C(=NC2)CC2=CC=C(C=C2)N2N=C(C=C2C)C(F)(F)F)OC